butyryl-tryptophan butyl ester C(CCC)OC([C@@H](NC(CCC)=O)CC1=CNC2=CC=CC=C12)=O